C(C)C1NC(CC=2NN3C(=CNCC3C)C21)C ethyl-3,7-dimethyl-1,2,3,4,8,9-hexahydropyrido[4',3':3,4]Pyrazolo[1,5-a]Pyrazine